ClC=1N=C(C=2N(C1)N=CC2C#N)C2=CC=C(C=C2)N2CCC(CC2)(C(=O)NC(C)C)CC 1-[4-(6-chloro-3-cyano-pyrazolo[1,5-a]pyrazin-4-yl)phenyl]-4-ethyl-N-isopropyl-piperidine-4-carboxamide